CC1(CNCC[C@@H]1NC(OC(C)(C)C)=O)C tert-butyl (S)-(3,3-dimethylpiperidin-4-yl)carbamate